FC=1C=C(C=CC1OC)C1=C(C=CC(=N1)C1=NC2=CC=CC=C2C=N1)C 2-[6-(3-fluoro-4-methoxy-phenyl)-5-methyl-2-pyridyl]Quinazoline